CN1N=CC=C1C1=CC=C(C=C1)C1=CC=CC=2N1N=CC2C(=O)N2CCCCC2 [7-[4-(2-methylpyrazol-3-yl)phenyl]pyrazolo[1,5-a]pyridin-3-yl]-(1-piperidyl)methanone